BrC1=CC(=C2C(NN=C(C2=C1)CN1CC2=CC=CC=C2C1)=O)OC 2-((7-bromo-4-oxo-5-(methoxy)-3,4-dihydrophthalazin-1-yl)methyl)isoindoline